C(CCCCCCCCCCCCCCCCCCC)(=O)OCCCCCCCCCCCCCCCCCCCCCCCCCCC heptacosan-1-yl arachidate